(3S)-1-[3-[5-(4-chloro-2-methylsulfonyl-phenyl)-2-pyridinyl]azetidine-1-carbonyl]pyrrolidine-3-carboxamide ClC1=CC(=C(C=C1)C=1C=CC(=NC1)C1CN(C1)C(=O)N1C[C@H](CC1)C(=O)N)S(=O)(=O)C